4-(4-(2-(4-chloro-3-(trifluoromethyl)phenylamino)-3,4-dioxocyclobut-1-enylamino)-3-(trifluoromethyl)phenoxy)-N-methylpyridine-2-carboxamide ClC1=C(C=C(C=C1)NC1=C(C(C1=O)=O)NC1=C(C=C(OC2=CC(=NC=C2)C(=O)NC)C=C1)C(F)(F)F)C(F)(F)F